FC=1C=C2CCCC(C2=CC1)=O 6-fluoro-3,4-dihydronaphthalen-1(2H)-one